4-benzoylphenyldiphenyl-sulfonium C(C1=CC=CC=C1)(=O)C1=CC=C(C=C1)[S+](C1=CC=CC=C1)C1=CC=CC=C1